N-[(1S)-1-(dicyclopropylmethyl)-2-[[6-fluoro-5-(2-methyl-5-methylsulfonyl-1-oxido-pyridin-1-ium-3-yl)-2-pyridyl]amino]-2-oxo-ethyl]-2-isopropyl-pyrazole-3-carboxamide C1(CC1)C([C@@H](C(=O)NC1=NC(=C(C=C1)C=1C(=[N+](C=C(C1)S(=O)(=O)C)[O-])C)F)NC(=O)C=1N(N=CC1)C(C)C)C1CC1